2-[2-(3,4-dimethoxyphenyl)-6-methyl-3-oxo-pyridazine-4-carbonyl]-5-methyl-cyclohexane-1,3-dione COC=1C=C(C=CC1OC)N1N=C(C=C(C1=O)C(=O)C1C(CC(CC1=O)C)=O)C